C(C)OC(=O)C1=C2C(=NO1)C(=CC=C2)C(=O)O 3-(ethoxycarbonyl)benzo[c]isoxazole-7-carboxylic acid